Dithionin S1SCC=CC=CC=C1